N1(C=NC=C1)C(=O)OC(CCCC(=O)OCCCCCC)CCCC(=O)OCCCCCC Dihexyl 5-((1H-imidazole-1-carbonyl)oxy)nonanedioate